5-nitro-N,N-dimethylbenzoxazole-2-amine [N+](=O)([O-])C=1C=CC2=C(N=C(O2)N(C)C)C1